Cl.NC(C(=O)O)CCCCN 2,6-diaminocaproic acid monohydrochloride